COC=1C(=C(N)C=CC1)C=1N(N=CC1[N+](=O)[O-])C1OCCCC1 3-methoxy-2-[4-nitro-2-(tetrahydro-pyran-2-yl)-2H-pyrazol-3-yl]Aniline